methyl 3-chloro-5-[[2,4-difluoro-5-[2-(hydroxymethyl)-2,3-dihydrobenzofuran-7-yl]phenyl]sulfamoyl]-4-methoxy-benzoate ClC=1C=C(C(=O)OC)C=C(C1OC)S(NC1=C(C=C(C(=C1)C1=CC=CC=2CC(OC21)CO)F)F)(=O)=O